BrCC(=O)NCC1=CC=C(C=C1)C(C)(C)C 2-bromo-N-(4-(tert-butyl)benzyl)acetamide